(R)-4-(3-(dimethylamino)pyrrolidin-1-yl)-2,6-difluoro-N-(6-fluoropyridin-2-yl)-3-methylbenzenesulfonamide CN([C@H]1CN(CC1)C1=C(C(=C(C(=C1)F)S(=O)(=O)NC1=NC(=CC=C1)F)F)C)C